C1(=CC=CC2=CC=CC=C12)C(=O)OOC(=O)C1=CC=CC2=CC=CC=C12 di-(1-naphthoyl) peroxide